4,4-Di-t-butyl-2,2'-bipyridine C(C)(C)(C)C1(CC(=NC=C1)C1=NC=CC=C1)C(C)(C)C